Methyl-indene CC1C=CC2=CC=CC=C12